ClC1C(OCC1)(Cl)Cl trichloro(tetrahydrofuran)